CC=1C=CC=C2N(CCN(C12)C(=O)OC(C)(C)C)C1=CC2=C(N=C(N=C2)S(=O)(=O)C)N(C1=O)C Tert-butyl 8-methyl-4-(8-methyl-2-methylsulfonyl-7-oxo-pyrido[2,3-d]pyrimidin-6-yl)-2,3-dihydroquinoxaline-1-carboxylate